Cl.NC/C(/CN1N=CN(C1=O)CC1=CC=C(S1)C1SC2=C(NC1=O)C=CC=C2)=C\F [5-[[1-[(E)-2-(aminomethyl)-3-fluoro-allyl]-5-oxo-1,2,4-triazol-4-yl]methyl]-2-thienyl]-4H-1,4-benzothiazin-3-one hydrochloride